p-fluoro-α-methylstyrene FC1=CC=C(C(=C)C)C=C1